(7-benzo[1,3]dioxan-4-yl)-2-benzyl-3-oxo-2-azabicyclo[4.1.0]hept-4-ene-7-carboxylic acid ethyl ester C(C)OC(=O)C1(C2C=CC(N(C12)CC1=CC=CC=C1)=O)C1OCOC2=C1C=CC=C2